COC=1C=CC(=NC1)C=1C(=NN(C1C)CC(=O)NC1=NC=C(C=C1)C1=NC=CN=C1)C 2-[4-(5-methoxy-2-pyridyl)-3,5-dimethyl-pyrazol-1-yl]-N-(5-pyrazin-2-yl-2-pyridyl)acetamide